ClC=1C(NN=CC1N1CCNCC1)=O 4-chloro-5-(piperazin-1-yl)-2,3-dihydropyridazin-3-one